cis-5-(4-((7-ethyl-6-oxo-5,6-dihydro-1,5-naphthyridin-3-yl)methyl)octahydro-1H-cyclopenta[b]pyrazin-1-yl)-N-methyl-pyridine-2-carboxamide C(C)C=1C(NC=2C=C(C=NC2C1)CN1[C@H]2[C@@H](N(CC1)C=1C=CC(=NC1)C(=O)NC)CCC2)=O